3-(2-(hexadecylamino)-2-oxoethyl)-1-methyl-1H-imidazole-3-ium bromide [Br-].C(CCCCCCCCCCCCCCC)NC(C[N+]1=CN(C=C1)C)=O